benzyl [1-(1-benzyl-3-methoxy-1H-pyrazol-4-yl)prop-2-en-1-yl]prop-2-en-1-ylcarbamate C(C1=CC=CC=C1)N1N=C(C(=C1)C(C=C)N(C(OCC1=CC=CC=C1)=O)CC=C)OC